(R)-5-(7-chloro-3-isobutyl-2-methyl-1,1-dioxido-5-phenyl-2,3,4,5-tetrahydrobenzo[f][1,2,5]thiadiazepin-8-yl)-2-(2,2,2-trifluoroethoxy)benzoic acid ClC=1C(=CC2=C(N(C[C@H](N(S2(=O)=O)C)CC(C)C)C2=CC=CC=C2)C1)C=1C=CC(=C(C(=O)O)C1)OCC(F)(F)F